O=C1NC(CCC1N1C(C2=CC=CC(=C2C1)NCCOCCOCCOCCOCCOCC)=O)=O 17-((2-(2,6-dioxopiperidin-3-yl)-1-oxoisoindolin-4-yl)amino)-3,6,9,12,15-pentaoxaheptadecane